BrC=1C=C(C=NC1)CNC=1C=C(C(=O)OC)C=CC1C methyl 3-{[(5-bromopyridin-3-yl) methyl] amino}-4-methylbenzoate